1-[5-chloro-2,3-dihydro-1H-inden-2-yl]-4-[(4-methanesulfonylphenoxy)methyl]-2-methylpyrrolidine ClC=1C=C2CC(CC2=CC1)N1C(CC(C1)COC1=CC=C(C=C1)S(=O)(=O)C)C